3-(4-((2,5-diazabicyclo[2.2.1]heptan-2-yl)methyl)-1-oxoisoindolin-2-yl)piperidine-2,6-dione C12N(CC(NC1)C2)CC2=C1CN(C(C1=CC=C2)=O)C2C(NC(CC2)=O)=O